(R)-4-(2-Chloro-7-(1,3-dimethyl-1H-pyrazol-5-yl)thieno[3,2-d]pyrimidin-4-yl)-3-Methylmorpholine ClC=1N=C(C2=C(N1)C(=CS2)C2=CC(=NN2C)C)N2[C@@H](COCC2)C